FC1=C(C=CC(=C1)OC(C)C)C(C(=O)OCC)=O ethyl 2-(2-fluoro-4-isopropoxyphenyl)-2-oxoacetate